((2s,6s)-2,6-dimethylmorpholino)(5-(2,4,5-trifluoro-3-hydroxyphenyl)-1,2,4-oxadiazol-3-yl)methanone C[C@@H]1O[C@H](CN(C1)C(=O)C1=NOC(=N1)C1=C(C(=C(C(=C1)F)F)O)F)C